[Na+].[Na+].C(=O)([O-])C(O)C(O)C(=O)[O-].[K+].[Na+].C(=O)([O-])C(O)C(O)C(=O)[O-] sodium potassium tartrate Di-sodium